P(=O)(Cl)(Cl)OC(C)COCC#C 3-(propargyloxy)-2-propanol dichlorophosphate